N-[1-[2-[2-(2-methoxyethoxy)ethoxy]ethyl]-3,5-dimethyl-pyrazol-4-yl]-2-[2-methoxy-4-(1,3,5-trimethylpyrazol-4-yl)anilino]-5,6-dihydropyrimido[4,5-e]indolizine-7-carboxamide COCCOCCOCCN1N=C(C(=C1C)NC(=O)C=1C=CN2C3=C(CCC12)C=NC(=N3)NC3=C(C=C(C=C3)C=3C(=NN(C3C)C)C)OC)C